C(C)OC(C(CC#N)NC(=O)OC(C)(C)C)=O 2-(tert-Butoxycarbonylamino)-3-cyanopropionic acid ethyl ester